C1(CC2C(CC1)O2)COC(CCCCCC(=O)OCC2CC1C(CC2)O1)=O bis(3,4-epoxycyclohexylmethyl)pimelate